C(C(C)C)OCCOCC(C)C 1,2-diisobutyloxyethane